(1aR,5aR)-2-(5-Trifluoromethylpyrazin-2-yl)-1a,2,5,5a-tetrahydro-1H-2,3-diaza-cyclopropa[a]pentalene-4-carboxylic Acid (2-Hydroxy-1,1-dimethyl-ethyl)-amide OCC(C)(C)NC(=O)C=1C=2C[C@@H]3[C@H](C2N(N1)C1=NC=C(N=C1)C(F)(F)F)C3